4-((6-chloropyridazin-3-yloxy)methyl)-5-methyl-3-(6-methylpyridin-3-yl)isoxazole ClC1=CC=C(N=N1)OCC=1C(=NOC1C)C=1C=NC(=CC1)C